4-[(3bR,4aR)-1-{2-[4-(2,3-dimethylphenyl)piperazin-1-yl]-2-oxoethyl}-3b,4,4a,5-tetrahydro-1H-cyclopropa[3,4]cyclopenta[1,2-c]pyrazole-3-carbonyl]-1-imino-1lambda~6~,4-thiazinan-1-one CC1=C(C=CC=C1C)N1CCN(CC1)C(CN1N=C(C2=C1C[C@@H]1[C@H]2C1)C(=O)N1CCS(CC1)(=O)=N)=O